C(C)(=O)OC(COCC=C)C(O)OC(C)=O 2,3-diacetoxy-1-allyloxy-3-hydroxypropane